C(CCCCCCC)NC1=CC=CC=C1.[Na] sodium octyl-aniline